C(C)(C)C1(CC(CC1)C)C 1-isopropyl-1,3-dimethylcyclopentane